(E)-1-(5-(2-(3-(2-cyclopropyl-6-(trifluoromethyl)pyridin-4-yl)-1H-1,2,4-triazole-1-yl)-1-(pyrimidin-5-yl)vinyl)-1,3,4-oxadiazol-2-yl)ethane-1-ol C1(CC1)C1=NC(=CC(=C1)C1=NN(C=N1)/C=C(\C=1C=NC=NC1)/C1=NN=C(O1)C(C)O)C(F)(F)F